NC=1C=2C(N=C(C1CC=1C=CC(=C(C(=O)OC)C1)OC(F)(F)F)C)=NON2 Methyl 5-({7-amino-5-methyl-[1,2,5]oxadiazolo[3,4-b]pyridin-6-yl}methyl)-2-(trifluoromethoxy)benzoate